(4-(4-(benzo[d]thiazol-5-ylamino)quinolin-6-yl)-2-fluorophenyl)(4-methylpiperazin-1-yl)methanone S1C=NC2=C1C=CC(=C2)NC2=CC=NC1=CC=C(C=C21)C2=CC(=C(C=C2)C(=O)N2CCN(CC2)C)F